C1(=CC=CC2=NC3=CC=CC=C3N=C12)N Phenazin-1-ylamine